7-(2-((2R,4S)-4-((tert-butyldimethylsilyl)oxy)pyrrolidin-2-yl)-6-cyclopropylimidazo[1,2-a]pyridin-3-yl)-4-methoxy-2-((1S*,2S*)-2-(4-methylpyrimidin-2-yl)cyclopropyl)quinoline [Si](C)(C)(C(C)(C)C)O[C@H]1C[C@@H](NC1)C=1N=C2N(C=C(C=C2)C2CC2)C1C1=CC=C2C(=CC(=NC2=C1)[C@@H]1[C@H](C1)C1=NC=CC(=N1)C)OC |o1:35,36|